hexapropyleneglycol (1,1,2,2,3,3-hexafluoropentyl) ether FC(C(C(CC)(F)F)(F)F)(F)OC(C)COC(C)COC(C)COC(C)COC(C)COC(C)CO